3-(1'-(3-(difluoromethyl)benzyl)-6-oxo-6,8-dihydro-2H,7H-spiro[furo[2,3-e]isoindole-3,4'-piperidin]-7-yl)piperidine-2,6-dione FC(C=1C=C(CN2CCC3(CC2)COC2=C4CN(C(C4=CC=C23)=O)C2C(NC(CC2)=O)=O)C=CC1)F